1,2-di-stearoyl-sn-glycero-3-phosphorylethanolamine C(CCCCCCCCCCCCCCCCC)(=O)OC[C@@H](OC(CCCCCCCCCCCCCCCCC)=O)COP(=O)(O)OCCN